N1C(=NC2=C1C=CC=C2)N2N=C(C(=C2O)CCC2=CC=C(OCC(=O)O)C=C2)C2=CC=C(C=C2)S(=O)(=O)C 2-(4-{2-[1-(1H-1,3-benzodiazol-2-yl)-5-hydroxy-3-(4-methanesulfonylphenyl)-1H-pyrazol-4-yl]ethyl}phenoxy)acetic acid